C(C)(C)(C)OC(=O)N1CC(O[C@@H](C1)[C@@H](C)O)(C)C (6S)-6-[(1R)-1-hydroxyethyl]-2,2-dimethylmorpholine-4-carboxylic acid tert-butyl ester